ClC=1C=NN(C1)C(C)C 4-chloro-1-isopropyl-1H-pyrazole